FC1=CC=C(C=C1)[C@@H]1N(CCC2=CC=CC=C12)C(=O)[C@]1(OCCC(C1)=NO)C ((S)-1-(4-fluorophenyl)-3,4-dihydroisoquinolin-2(1H)-yl)((S)-4-(hydroxyimino)-2-methyltetrahydro-2H-pyran-2-yl)methanone